FC1=C(N)C=C(C(=C1)Cl)SCC(F)(F)F 2-fluoro-4-chloro-5-(2,2,2-trifluoroethylthio)-aniline